C(C)C1=C2C(=CC(=CC2=CC=C1F)O)C1=C(C=2N=C(N=C(C2C=N1)N1CC(CCCC1)S(=O)(=O)C)OC[C@]12CCCN2C[C@@H](C1)F)F 5-ethyl-6-fluoro-4-(8-fluoro-2-(((2R,7aS)-2-fluorohexahydro-1H-pyrrolizin-7a-yl)methoxy)-4-(3-(methylsulfonyl)azepan-1-yl)pyrido[4,3-d]pyrimidin-7-yl)naphthalen-2-ol